C(CCC)C1(C(=O)[O-])CC=CC=C1 1-1-butylbenzoate